methyl 5-((4-(cyclohexyl-amino)-5-fluoropyrimidin-2-yl)amino)-2-(4,4,5,5-tetra-methyl-1,3,2-dioxaborolan-2-yl)benzoate C1(CCCCC1)NC1=NC(=NC=C1F)NC=1C=CC(=C(C(=O)OC)C1)B1OC(C(O1)(C)C)(C)C